6-((4-((3-cyano-4-methoxybenzyl)oxy)-3-methoxyphenyl)amino)-3-morpholinoquinoxaline-5-carbonitrile C(#N)C=1C=C(COC2=C(C=C(C=C2)NC2=C(C=3N=C(C=NC3C=C2)N2CCOCC2)C#N)OC)C=CC1OC